O1C2=C(N(CC1)C(=O)C=1C=NC=C(C1)N1CCCC1)C=CC=C2 (2,3-Dihydro-4H-benzo[b][1,4]oxazin-4-yl)(5-(pyrrolidin-1-yl)pyridin-3-yl)-methanone